6-acetyl-4-(4-methoxy-4-methylpiperidine-1-yl)-2-oxo-1,2-dihydro-1,7-naphthyridine-3-carbonitrile C(C)(=O)C=1C=C2C(=C(C(NC2=CN1)=O)C#N)N1CCC(CC1)(C)OC